N-(2-(1-Fluorocyclopropyl)pyridin-4-yl)-1,1-diphenylmethaneimine FC1(CC1)C1=NC=CC(=C1)N=C(C1=CC=CC=C1)C1=CC=CC=C1